(Z)-1-(4-(1-(4-(cyanomethoxy)phenyl)-1H-1,2,4-triazol-3-yl)-2-methylphenyl)-3-(3-(2-(1-methoxyethyl)-5-methylphenyl)-4-oxothiazolidin-2-ylidene)urea C(#N)COC1=CC=C(C=C1)N1N=C(N=C1)C1=CC(=C(C=C1)NC(=O)\N=C\1/SCC(N1C1=C(C=CC(=C1)C)C(C)OC)=O)C